[C@H]12CN(C[C@H](CC1)N2)C2=NC(=NC=1C=C(C3=C(C21)C=C(O3)C)C3=CC(=CC2=CC=C(C(=C32)C#C)F)O)OC[C@]32CCCN2C[C@@H](C3)F 4-(1-((1R,5S)-3,8-diazabicyclo[3.2.1]octan-3-yl)-3-(((2R,7aS)-2-fluorotetrahydro-1H-pyrrolizin-7a(5H)-yl)methoxy)-8-methylfuro[3,2-f]quinazolin-6-yl)-5-ethynyl-6-fluoronaphthalen-2-ol